anthracene-3(4H)-Carboxylate C1=CC(CC2=CC3=CC=CC=C3C=C12)C(=O)[O-]